C(C)(=O)N1CC[C@@H]2N(C([C@H](C1)NC(=O)OC(C)(C)C)=O)[C@@H](CC2)C(=O)O (5S,8S,10aR)-3-acetyl-5-((tert-butoxycarbonyl)amino)-6-oxo-decahydro-pyrrolo[1,2-a][1,5]diazocine-8-carboxylic acid